COC(=O)C1=CN(C2=CC(=CC=C12)Br)C\C=C\[C@H]1NCCC[C@@H]1O 6-bromo-1-((E)-3-((2R,3S)-3-hydroxypiperidin-2-yl)allyl)-1H-indole-3-carboxylic acid methyl ester